5-(3-bromophenyl)-3-[3-(1-tetrahydropyran-2-ylindazol-5-yl)oxypropyl]oxazolidin-2-one BrC=1C=C(C=CC1)C1CN(C(O1)=O)CCCOC=1C=C2C=NN(C2=CC1)C1OCCCC1